(S)-1-(3-((5-(2,4-difluorobenzoyl)-2-((4-(4-methylpiperazin-1-yl)phenyl)amino)-7H-pyrrolo[2,3-d]pyrimidin-4-yl)amino)pyrrolidin-1-yl)propan-2-one FC1=C(C(=O)C2=CNC=3N=C(N=C(C32)N[C@@H]3CN(CC3)CC(C)=O)NC3=CC=C(C=C3)N3CCN(CC3)C)C=CC(=C1)F